C1(=CC=CC=2C3=CC=CC=C3CC12)OB(O)O fluorenyl-boric acid